2-[5-methyl-4-[5-[2-[(1-methylsulfonylpiperidin-4-yl)amino]-5-(trifluoromethyl)pyrimidin-4-yl]-1,3-thiazol-2-yl]pyrazol-1-yl]ethanol CC1=C(C=NN1CCO)C=1SC(=CN1)C1=NC(=NC=C1C(F)(F)F)NC1CCN(CC1)S(=O)(=O)C